BrC=1C(=NC(=NC1)NC=1C(=NN(C1)C1CCN(CC1)CC)CC)NCCCN1C(CCCC1)=O 1-(3-((5-bromo-2-((3-ethyl-1-(1-ethylpiperidin-4-yl)-1H-pyrazol-4-yl)amino)pyrimidin-4-yl)amino)propyl)piperidin-2-one